dimethyl 1,2-benzenedisulfonate C=1(C(=CC=CC1)S(=O)(=O)OC)S(=O)(=O)OC